distearyltetramethyldisiloxane C(CCCCCCCCCCCCCCCCC)[Si](O[Si](C)(C)C)(C)CCCCCCCCCCCCCCCCCC